FC1=C(C=CC(=C1)OC(F)(F)F)NC=1N(C(C=C2CCN(C(C12)=O)OCCO)=O)C 8-((2-fluoro-4-(trifluoromethoxy)phenyl)amino)-2-(2-hydroxyethoxy)-7-methyl-3,4-dihydro-2,7-naphthyridine-1,6(2H,7H)-dione